C1(CC1)S(=O)(=O)NC=1SC=C(N1)C(C(=O)NC1=C(C=C(C=N1)C=1C=NC=C(C1)F)F)(C)C 2-(2-(cyclopropanesulfonamido)thiazol-4-yl)-N-(5,5'-difluoro-[3,3'-bipyridin]-6-yl)-2-methylpropanamide